succinimidyl-benzenesulfonic acid C1(CCC(N1C1=C(C=CC=C1)S(=O)(=O)O)=O)=O